perfluoro-sulfonic acid FS(=O)(=O)O